FC(C(=O)O)(F)F.ClC1=C(C=CC(=C1NC=1C(=C2C(N(C=NC2=CC1)C)=O)C)F)NS(=O)(=O)N1CC(C1)(C)COC N-(2-chloro-3-((3,5-dimethyl-4-oxo-3,4-dihydroquinazolin-6-yl)amino)-4-fluorophenyl)-3-(methoxymethyl)-3-methylazetidine-1-sulfonamide trifluoroacetate salt